NC1=NC=CC(=C1)C1=CC=C2C(=CC=NC2=C1)OC1=CC=C(C=C1)NC(=O)C1(CC1)C(=O)NC1=CC=C(C=C1)F 1-N-[4-[7-(2-aminopyridin-4-yl)quinolin-4-yl]oxyphenyl]-1-N'-(4-fluorophenyl)cyclopropane-1,1-dicarboxamide